6-bromo-2,2-dimethylchroman-4-amine BrC=1C=C2C(CC(OC2=CC1)(C)C)N